4-methyl-4-phenyl-pyrimidine-6-carboxylic acid CC1(NC=NC(=C1)C(=O)O)C1=CC=CC=C1